4-hydroxy-2-oxo-1,2,3,4-tetrahydroquinoline OC1CC(NC2=CC=CC=C12)=O